NC1=NC(=C(C=C1C=1C=C2CCNC(C2=CC1)=O)C1=CC=C(C=C1)O[C@@H]1CN(CCC1)C(C)C)F (S)-6-(2-amino-6-fluoro-5-(4-((1-isopropylpiperidin-3-yl)oxy)phenyl)pyridin-3-yl)-3,4-dihydroisoquinolin-1(2H)-one